FC1=CC=CC=2N=C(SC21)N(CCC2=CC=C(C=C2)OC)CC2=CC=C(C=C2)N2CCC(CC2)C(=O)O 1-(4-(((7-fluorobenzo[d]thiazol-2-yl)(4-methoxyphenethyl)amino)-methyl)phenyl)piperidine-4-carboxylic acid